biphenyl-4-yl-{4-(naphthalen-2-yl)-phenyl}-(2'-phenyl-[1,1':4',1'']terphenyl-4''-yl)-amine C1(=CC=C(C=C1)N(C1=CC=C(C=C1)C1=CC(=C(C=C1)C1=CC=CC=C1)C1=CC=CC=C1)C1=CC=C(C=C1)C1=CC2=CC=CC=C2C=C1)C1=CC=CC=C1